tert-butyl (3S,5S)-3-{[8-carbamoyl-6-(5-cyanoquinolin-6-yl) pyrido[3,2-d]pyrimidin-4-yl] amino}-5-fluoropiperidin-1-carboxylate C(N)(=O)C1=CC(=NC2=C1N=CN=C2N[C@@H]2CN(C[C@H](C2)F)C(=O)OC(C)(C)C)C=2C(=C1C=CC=NC1=CC2)C#N